ClC=1C=C(C=CC1C(F)(F)F)NC(OC1=CC=CC=C1)=O phenyl (3-chloro-4-(trifluoromethyl)phenyl)carbamate